6-(2-Phenylcyclobutyl)quinoline C1(=CC=CC=C1)C1C(CC1)C=1C=C2C=CC=NC2=CC1